FC(OC=1N=CC(=NC1)N[C@@H]1C[C@H](CC1)NC1=CC=C(C=N1)N1C(C=CC(=C1)C1=NN=NN1CC1=CC=C(C=C1)OC)=O)F 6'-(((1S,3S)-3-((5-(Difluoromethoxy)pyrazin-2-yl)amino)cyclopentyl)amino)-5-(1-(4-methoxybenzyl)-1H-tetrazol-5-yl)-2H-[1,3'-bipyridin]-2-one